rel-(1R,4S)-4-(3-(2-(3-methylisoxazol-5-yl)acetamido)-1H-pyrazol-5-yl)cycloheptyl (1-methylcyclopropyl)carbamate CC1(CC1)NC(O[C@H]1CC[C@H](CCC1)C1=CC(=NN1)NC(CC1=CC(=NO1)C)=O)=O |o1:7,10|